COC=1C=C(C=CC1OC)N1C(=CC=2C1=CN=C(C2)C2CCNCC2)C (3,4-Dimethoxyphenyl)-2-methyl-5-(piperidin-4-yl)-1H-pyrrolo[2,3-c]pyridine